FC(CN1N=CC=2C1=NC(=CN2)N2C(C1(CC2)CCN(CC1)C=1C=NC(=CC1)C(F)(F)F)=O)F 2-[1-(2,2-difluoroethyl)-1H-pyrazolo[3,4-b]pyrazin-6-yl]-8-[6-(trifluoromethyl)pyridin-3-yl]-2,8-diazaspiro[4.5]decan-1-one